N-(1-(Chroman-6-yl)ethyl)-2-(1-cyclopropyl-3,4-dimethyl-7-oxo-1,7-dihydro-6H-pyrazolo[3,4-d]pyridazin-6-yl)acetamid O1CCCC2=CC(=CC=C12)C(C)NC(CN1N=C(C2=C(C1=O)N(N=C2C)C2CC2)C)=O